5-ethynyl-2-(7-((cis-3-hydroxyl-3-methylcyclobutyl)amino)thieno[2,3-d]pyridazin-4-yl)phenol C(#C)C=1C=CC(=C(C1)O)C1=C2C(=C(N=N1)NC1CC(C1)(C)O)SC=C2